1-Methyl-2-oxo-4-{4-[5-(trifluoromethyl)-1,3-benzothiazol-2-yl]piperidin-1-yl}-1,2-dihydro-quinoline-3-carbonitrile CN1C(C(=C(C2=CC=CC=C12)N1CCC(CC1)C=1SC2=C(N1)C=C(C=C2)C(F)(F)F)C#N)=O